COC1=CC=C(C=C1)C12CCC(CC1)(CC2)CN(C(=O)C2CCCCC2)C=2C=C(C=CC2)/C=C/C(=O)OC methyl (E)-3-(3-(N-((4-(4-methoxyphenyl)bicyclo[2.2.2]octan-1-yl)methyl) cyclohexanecarboxamido)phenyl)acrylate